sodium 2,2'-biquinoline-4,4'-dicarboxylic acid N1=C(C=C(C2=CC=CC=C12)C(=O)O)C1=NC2=CC=CC=C2C(=C1)C(=O)O.[Na]